ClC=1C=C2C(=C(C=NC2=CC1)NC1CCOCC1)NC1=C(C(=O)O)C=CC=C1 2-[[6-chloro-3-(tetrahydropyran-4-ylamino)-4-quinolyl]amino]benzoic acid